CC=1C=C(C(=O)O)C=C(C1C)C 3,4,5-trimethyl-benzoic acid